C1(CC1)C1=CC(=C(C2=C1N(N=N2)C)C)C(CC(=O)OCC)C=2C=C(C1=C(C=CO1)C2)CN2C[C@H](OC1=C([C@@H]2C)N=CC=C1)CC Ethyl 3-(7-cyclopropyl-1,4-dimethyl-1H-benzotriazol-5-yl)-3-(7-{[(2R,5S)-2-ethyl-5-methyl-2,3-dihydropyrido[2,3-f][1,4]oxazepin-4(5H)-yl]methyl}-1-benzofuran-5-yl)propanoate